P(=O)(O)(O)O[C@@H]1[C@H](O)[C@H](O)[C@H](O1)CSC S-methyl-5-thio-α-D-ribose 1-phosphate